NC1=CC(=NC=N1)C=1C=C(C=C(C1)Cl)[C@H]1N(CCN(C1)C(=O)C1CC1)C(C=C)=O (R)-1-(2-(3-(6-aminopyrimidin-4-yl)-5-chlorophenyl)-4-(cyclopropanecarbonyl)piperazin-1-yl)prop-2-en-1-one